N,N-bis(4-methoxybenzyl)-6-(tributylstannyl)pyrimidin-4-amine COC1=CC=C(CN(C2=NC=NC(=C2)[Sn](CCCC)(CCCC)CCCC)CC2=CC=C(C=C2)OC)C=C1